NC1=C(C=CC(=C1)OC(F)(F)F)C(=O)N1CCC(CC1)C1=C2C(=NC=C1)NC(=N2)[C@H]2CNCC(C2)(F)F |r| (Rac)-[2-amino-4-(trifluoromethoxy)phenyl]-[4-[2-(5,5-difluoro-3-piperidyl)-3H-imidazo[4,5-b]pyridin-7-yl]-1-piperidyl]methanone